C(CCC)NC=1N(C2=C(C3=C(N1)C=CC=C3)N=C3N2C=C(C=C3)Cl)C3CCCCC3 N-butyl-10-chloro-7-cyclohexyl-7H-benzo[d]pyrido[1',2':1,2]imidazo[4,5-f][1,3]diazepin-6-amine